C(C)(C)OC(=O)C=1N=CSC1 thiazole-4-carboxylic acid isopropyl ester